2-[2-(6-Cyclopropylpyridin-3-yl)-5-(ethylsulfonyl)-1-methyl-1H-imidazol-4-yl]-6,6,7,7-tetrafluoro-1-methyl-6,7-dihydro-1H-[1,4]dioxino[2,3-f]benzimidazol C1(CC1)C1=CC=C(C=N1)C=1N(C(=C(N1)C1=NC2=C(N1C)C=C1C(=C2)OC(C(O1)(F)F)(F)F)S(=O)(=O)CC)C